13,16-Dihydroxypentacosanoic acid OC(CCCCCCCCCCCC(=O)O)CCC(CCCCCCCCC)O